BrC1=C2C=CN(C(C2=CN=C1)=O)CC=1N=C2N(C=C(C=C2)C=O)C1 2-[(5-bromo-1-oxo-1,2-dihydro-2,7-naphthyridin-2-yl)methyl]imidazo[1,2-a]pyridine-6-carbaldehyde